N\C(\C)=N\C(=N\S(=O)(=O)C1=CC=C(C=C1)OC)\N1N=C(C(CC1)C1=CC=CC=C1)C1=CC=C(C=C1)Cl (Z)-N-((E)-1-aminoethylidene)-3-(4-chlorophenyl)-N'-((4-methoxyphenyl)sulfonyl)-4-phenyl-5,6-dihydropyridazine-1(4H)-carboximidamide